FC=1C=C(C=CC1C(C(F)(F)F)(C(F)(F)F)O)NC(=O)C1N(CC2=CC(=CC=C12)S(=O)(=O)C)C(=O)OC(C)(C)C tert-Butyl 1-{[3-fluoro-4-(1,1,1,3,3,3-hexafluoro-2-hydroxypropan-2-yl)phenyl]carbamoyl}-5-(methylsulfonyl)-1,3-dihydro-2H-isoindole-2-carboxylate